ClC1=C(C=C(OCC(=O)NC23CCC(CC2)(CC3)NC(OC(C)(C)C)=O)C=C1)F Tert-Butyl (4-(2-(4-chloro-3-fluorophenoxy)acetamido)bicyclo[2.2.2]octan-1-yl)carbamate